O1CCC(CC1)N1C(NC2=C(C1=O)CC[C@]1(N2)CCOC2=CC=CC=C21)=O (S)-3'-(tetrahydro-2H-pyran-4-yl)-5',8'-dihydro-1'H-spiro[chromane-4,7'-pyrido[2,3-d]pyrimidine]-2',4'(3'H,6'H)-dione